5-[2,6-difluoro-4-(2-propylsulfanyl-3-pyridinyl)-phenyl]hexanoic acid FC1=C(C(=CC(=C1)C=1C(=NC=CC1)SCCC)F)C(CCCC(=O)O)C